2-Bromo-5-chloro-3-(3-(fluoromethyl)azetidine-1-carbonyl)pyrazolo[1,5-a]pyrimidin-7(4H)-one BrC1=NN2C(NC(=CC2=O)Cl)=C1C(=O)N1CC(C1)CF